OC=1C=C(OC2C(NC(CC2)=O)=O)C=CC1C 3-(3-hydroxy-4-methyl-phenoxy)piperidine-2,6-dione